(R)-N,N,4-trimethyl-2-(4-(4-methylpyrazolo[1,5-a]pyridin-2-yl)-1,4,6,7-tetrahydro-5H-imidazo[4,5-c]pyridin-5-yl)pyrimidine-5-carboxamide CN(C(=O)C=1C(=NC(=NC1)N1[C@H](C2=C(CC1)NC=N2)C2=NN1C(C(=CC=C1)C)=C2)C)C